CC1=C(C2=C(N=N1)OC1=C2N=CN=C1NCC=1C=C(C=CC1)C1(CCC1)O)C 1-[3-[[(3,4-dimethylpyrimido[4',5':4,5]furo[2,3-c]pyridazin-8-yl)amino]methyl]phenyl]cyclobutanol